1-(heptadecan-9-yl) 17-nonyl 9-isothiocyanatoheptadecanedioate N(=C=S)C(CCCCCCCC(=O)OC(CCCCCCCC)CCCCCCCC)CCCCCCCC(=O)OCCCCCCCCC